C(C)S(=O)(=O)C=1C(=NC=C(C(OC)=NOCCS(=O)(=O)C)C1)N1NC=2C(=CC1C)N=C(N2)C(C(F)(F)F)(F)F methyl 5-ethylsulfonyl-N-(2-methylsulfonylethoxy)-6-(6-pentafluoro ethyl-3-methyl-3H-imidazo[4,5-c]pyridazin-2-yl)nicotinimidate